NC1=NC=2C=C(C=CC2C2=C1N=C(N2CC(C)(C)NS(=O)(=O)C)COCC)OCCCCCCNC(C)=O N-(6-{[4-amino-2-ethoxymethyl-1-(2-methanesulfonylamino-2-methylpropyl)-1H-imidazo[4,5-c]Quinolin-7-yl]Oxy}hexyl)acetamide